1-decyl-methyl-dimethoxysilane C(CCCCCCCCC)C[SiH](OC)OC